calcium-cobalt [Co].[Ca]